(1R,4R)-4-(methylamino)cyclohexane CNC1CCCCC1